tert-butyl (1R,3aS,6aR)-1-methylhexahydropyrrolo[3,4-c]pyrrole-2(1H)-carboxylate C[C@H]1N(C[C@H]2[C@@H]1CNC2)C(=O)OC(C)(C)C